pyrrolidine-3-carboxylic acid Methyl ester COC(=O)C1CNCC1